C(C(C)(C)C)(=O)O.CC(CO)C(CC)O 2-Methyl-1,3-pentanediol pivalate